2-Methyl-5-[1-(6-methyl-4-oxo-2-phenyl-chromen-8-yl)ethylamino]-thiazole-4-carboxylic acid CC=1SC(=C(N1)C(=O)O)NC(C)C=1C=C(C=C2C(C=C(OC12)C1=CC=CC=C1)=O)C